[N+](=O)([O-])C=1C=CC2=C(N(C3=C(CC2)C=CC=C3)CCCN)C1 3-(3-nitro-10,11-dihydro-5H-dibenzo[b,f]azepin-5-yl)-propan-1-amine